ClC=1C=C2C(N(C(=NC2=CC1)CC1=CC=C(C(=O)NO)C=C1)C)=O 4-[(6-chloro-3-methyl-4-oxo-3,4-dihydroquinazolin-2-yl)methyl]-N-hydroxybenzamide